ethane-1,2-diyl-biscarbamic acid C(CNC(O)=O)NC(O)=O